N-(1-cyanocyclopropyl)-4-(cyclopentyloxy)-2-methylquinazoline-6-sulfonamide C(#N)C1(CC1)NS(=O)(=O)C=1C=C2C(=NC(=NC2=CC1)C)OC1CCCC1